ON(C(C(=O)OCCO)(C)CC)O hydroxyethyl N,N-dihydroxyethyl-2-aminopropionate